FC12CC(C1)(C2)NC(=O)C=2C=NC(=NC2)C=2C=NN(C2NC(O[C@H](C)C=2C(=NC=C(C2)F)F)=O)C (R)-1-(2,5-difluoropyridin-3-yl)ethyl (4-(5-((3-fluorobicyclo[1.1.1]pentan-1-yl)carbamoyl)pyrimidin-2-yl)-1-methyl-1H-pyrazol-5-yl)carbamate